C(C1=CC=CC=C1)OCC(CF)O 1-(benzyloxy)-3-fluoropropan-2-ol